O1[C@@H](CCC1)CNC=1C=C(C(=O)[O-])C=CC1 3-((((S)-tetrahydrofuran-2-yl)methyl)amino)benzoate